9-methyldecyl 8-(2-hydroxyethylamino)octanoate OCCNCCCCCCCC(=O)OCCCCCCCCC(C)C